(R)-(1-(2-(1-(cyclopropylmethyl)-6,7-dimethyl-1H-indol-2-yl)-1-methyl-5-oxo-1,5,7,8-tetrahydro-6H-imidazo[4,5-g]isoquinolin-6-yl)propan-2-yl)carbamic acid tert-butyl ester C(C)(C)(C)OC(N[C@@H](CN1C(C=2C=C3C(=CC2CC1)N(C(=N3)C=3N(C1=C(C(=CC=C1C3)C)C)CC3CC3)C)=O)C)=O